2,4,6-tris[(p-carboxyphenyl)amino]-1,3,5-triazinetriamine C(=O)(O)C1=CC=C(C=C1)NC1(NC(NC(N1)(N)NC1=CC=C(C=C1)C(=O)O)(N)NC1=CC=C(C=C1)C(=O)O)N